1-(tetramethylcyclopentadienyl)-propoxy-titanium dichloride [Cl-].[Cl-].CC1=C(C(=C(C1C(CC)O[Ti+2])C)C)C